4-[2-chloro-4-(6-cyclobutylsulfanyl-pyridin-2-yl)-6-fluoro-phenoxy]-butyric acid ClC1=C(OCCCC(=O)O)C(=CC(=C1)C1=NC(=CC=C1)SC1CCC1)F